6-((dimethylamino)methyl)-5-(2-methyltetrahydrofuran-2-yl)pyridin-2-amine CN(C)CC1=C(C=CC(=N1)N)C1(OCCC1)C